methoxymethyl-1H-benzotriazole COCN1N=NC2=C1C=CC=C2